CCCCCCCCCCCCCCCC(=O)OCCOCC([C@@H]1[C@@H](C(CO1)OCCO)OCCO)OCCO The molecule is a polymer composed of PEG-ylated sorbitan, where the total number of poly(ethylene glycol) units is 20 (w + x + y + z = 20) and a single terminal is capped by a palmitoyl group. It has a role as a nonionic surfactant.